N1N=CC(=C1)C=1C=C2C=CN=C(C2=CC1)N(C(C1=C(C=C(C=C1)N1N=NC=2C1=NC=CC2)F)=O)[C@H]2CN(CCC2)C(=O)OC(C)(C)C tert-butyl (R)-3-(N-(6-(1H-pyrazol-4-yl)isoquinolin-1-yl)-4-(3H-[1,2,3]triazolo[4,5-b]pyridin-3-yl)-2-fluorobenzamido)piperidine-1-carboxylate